N1[C@@H](CCC1)C(=O)NCC(=O)O L-Prolinylglycine